O=C1NC2=CC(=CC=C2CC12CN(CC2)C#N)C2=CC=C(C=C2)OC2=CC=CC=C2 2'-Oxo-7'-(4-phenoxyphenyl)-1',4'-dihydro-2'H-spiro[pyrrolidine-3,3'-quinoline]-1-carbonitrile